4-[7-[6-Amino-3-(trifluoromethyl)pyridin-2-yl]-6-chloroquinazolin-4-yl]piperazine-1-carboxylic acid tert-butyl ester C(C)(C)(C)OC(=O)N1CCN(CC1)C1=NC=NC2=CC(=C(C=C12)Cl)C1=NC(=CC=C1C(F)(F)F)N